N-ethyl-5-heptenamide C(C)NC(CCCC=CC)=O